(S)-1,3-dimethyl-2-oxo-N-(6-((5-(trifluoromethyl)pyridin-2-yl)oxy)benzo[d][1,3]dioxol-4-yl)imidazolidine-4-carboxamide CN1C(N([C@@H](C1)C(=O)NC1=CC(=CC=2OCOC21)OC2=NC=C(C=C2)C(F)(F)F)C)=O